ClC1=CC=C(C(=N1)OC)[N+](=O)[O-] 6-Chloro-2-methoxy-nitropyridine